C(C)(C)N1CC2=C(CC1)C(=C(S2)NC(=O)C=2OC(=CC2)[N+](=O)[O-])C(=O)OC methyl 6-isopropyl-2-(5-nitrofuran-2-carboxamido)-4,5,6,7-tetrahydrothieno[2,3-c]pyridine-3-carboxylate